COC=1C=CC2=CN(N=C2C1)C1CCC(CC1)CN(CCCCC1CCNCC1)C 6-methoxy-2-((1r,4r)-4-((methyl-(4-(piperidin-4-yl)butyl)amino)methyl)cyclohexyl)-2H-indazol